tert-Butyl 4-[3-[[5-[[2-chloro-6-[3-[2-[1-(trifluoromethyl)cyclopropyl] ethoxy]pyrazol-1-yl]pyridine-3-carbonyl]sulfamoyl]-2-pyridyl]oxy]propyl]-2,2-dimethyl-pyrrolidine-1-carboxylate ClC1=NC(=CC=C1C(=O)NS(=O)(=O)C=1C=CC(=NC1)OCCCC1CC(N(C1)C(=O)OC(C)(C)C)(C)C)N1N=C(C=C1)OCCC1(CC1)C(F)(F)F